C1(CCC1)CO[C@H]1C[C@@H](N(CC1)CC1=C2C=CNC2=C(C=C1OC)C)C1=CC=C(C(=O)O)C=C1 4-((2r,4r)-4-(cyclobutylmethoxy)-1-((5-methoxy-7-methyl-1H-indol-4-yl)methyl)piperidin-2-yl)benzoic acid